ClC1=NC=CC(=C1N)N 2-chloro-amino-4-aminopyridine